trisodium (1-hydroxyethane-1,1-diyl) diphosphonate P1(=O)OC(C)(O)OP(O1)=O.[Na].[Na].[Na]